tert-butyl N-[2-(2-hydroxyethoxy) ethyl]-N-methyl-carbamate OCCOCCN(C(OC(C)(C)C)=O)C